9-(2-(4-bromophenoxy)ethyl)-9H-purin-6-amine BrC1=CC=C(OCCN2C3=NC=NC(=C3N=C2)N)C=C1